(P)-glycine NCC(=O)O